C(C1=CC=CC=C1)N[C@@H]1[C@H]2[C@]34C=5C(=CC=CC5C[C@H]([C@@]3(CC1)O)N(CC4)CC4CC4)O2 6a-Benzylamino-17-cyclopropylmethyl-4,5a-epoxy-14-hydroxy-morphinan